propyl(methyl)-diethoxysilane C(CC)[Si](OCC)(OCC)C